4-[[(11R)-6-(2,6-Dimethylphenyl)-11-isobutyl-2,2,13-trioxo-9-oxa-2λ6-thia-3,5,12,19-tetrazatricyclo[12.3.1.14,8]nonadeca-1(18),4(19),5,7,14,16-hexaen-12-yl]methyl]benzonitrile CC1=C(C(=CC=C1)C)C1=NC=2NS(C=3C=CC=C(C(N([C@@H](COC(=C1)N2)CC(C)C)CC2=CC=C(C#N)C=C2)=O)C3)(=O)=O